N-[(2-chloro-quinolin-7-yl)(2H2)methyl]-N-(2-methanesulfonylphenyl)pyridine-3-carboxamide ClC1=NC2=CC(=CC=C2C=C1)C(N(C(=O)C=1C=NC=CC1)C1=C(C=CC=C1)S(=O)(=O)C)([2H])[2H]